2-(6-bromo-1-oxospiro[3H-isoquinoline-4,1'-cyclopropane]-2-yl)-N-[5-fluoro-1H-pyrazolo[3,4-b]pyridin-6-yl]acetamide BrC=1C=C2C(=CC1)C(N(CC21CC1)CC(=O)NC1=C(C=C2C(=N1)NN=C2)F)=O